4-(3-(3,5-bis(trifluoromethyl)phenyl)-3-oxopropanoyl)-2-(trifluoromethyl)benzonitrile FC(C=1C=C(C=C(C1)C(F)(F)F)C(CC(=O)C1=CC(=C(C#N)C=C1)C(F)(F)F)=O)(F)F